BrC1=C(C=C(C=C1)OC)C1OCCO1 (2-bromo-5-methoxyphenyl)-1,3-dioxolane